Cis-racemic-tert-butyl-3-((tert-butoxycarbonyl)(7-trityl-7H-pyrrolo[2,3-d]pyrimidin-4-yl)amino)-5-(fluoromethyl)piperidine-1-carboxylate C(C)(C)(C)OC(=O)N1C[C@H](C[C@H](C1)CF)N(C=1C2=C(N=CN1)N(C=C2)C(C2=CC=CC=C2)(C2=CC=CC=C2)C2=CC=CC=C2)C(=O)OC(C)(C)C |r|